C(C)OC([C@H](CCC1=CC=CC=C1)N[C@H](C(=O)N1[C@@H](CCC1)C(=O)O)C)=O (2S)-1-[(2S)-2-[[(2S)-1-ethoxy-1-oxo-4-phenylbutan-2-yl]amino]propanoyl]pyrrolidine-2-carboxylic acid